CO[Si](OC)(OC)C#CC trimethoxysilylpropyne